1-[5-(5-chloro-2-methoxypyridin-4-yl)-1H-pyrazole-3-carbonyl]-N-[(1-methyl-1H-pyrazol-3-yl)methyl]piperidine-4-carboxamide ClC=1C(=CC(=NC1)OC)C1=CC(=NN1)C(=O)N1CCC(CC1)C(=O)NCC1=NN(C=C1)C